tert-butyl 4-(5-cyano-2-methoxyphenyl)-6-methylpyridine-3-carboxylate C(#N)C=1C=CC(=C(C1)C1=C(C=NC(=C1)C)C(=O)OC(C)(C)C)OC